2,6-bis-(2-hydroxy-5-methyl-benzyl)-4-methyl-phenol OC1=C(CC2=C(C(=CC(=C2)C)CC2=C(C=CC(=C2)C)O)O)C=C(C=C1)C